O=C1N(CCC(N1)=O)C1=C2C(=NC=C1)N(N=C2)C2CCN(CC2)C(=O)OCC2=CC=CC=C2 benzyl 4-(4-(2,4-dioxotetrahydropyrimidin-1(2H)-yl)-1H-pyrazolo[3,4-b]pyridin-1-yl)piperidine-1-carboxylate